((2-(((1,1,1,3,3,3-hexafluoropropan-2-yl)oxy)carbonyl)-2-azaspiro[3.3]heptan-6-ylidene)methyl)boronic acid FC(C(C(F)(F)F)OC(=O)N1CC2(C1)CC(C2)=CB(O)O)(F)F